ethyl 2-(2-((7-bromo-3-(trifluoromethyl)benzofuran-5-yl)methoxy)-5-fluorophenyl)acetate BrC1=CC(=CC=2C(=COC21)C(F)(F)F)COC2=C(C=C(C=C2)F)CC(=O)OCC